N-{1-[2-formyl-6-methoxy-5-(3-methoxypropoxy)pyridin-3-yl]-2,3-dimethylbutan-2-yl}acetamide C(=O)C1=NC(=C(C=C1CC(C(C)C)(C)NC(C)=O)OCCCOC)OC